Di-tert-butyl 2-(morpholine-4-carbonyl)piperazine-1,4-dicarboxylate N1(CCOCC1)C(=O)C1N(CCN(C1)C(=O)OC(C)(C)C)C(=O)OC(C)(C)C